NC1=C(C(=O)N[C@@H]2CC[C@H](CC2)O)C=C(C=C1Br)Br trans-4-[(2-amino-3,5-dibromobenzoyl)amino]cyclohexanol